C1(CC1)OCCOC=1C=C2C(=NC(=NC2=CC1OC)C)N[C@H](C)C1(NC=CC=C1)C(F)(F)F (R)-6-(2-Cyclopropyloxyethyl-oxy)-7-methoxy-2-methyl-N-(1-(2-(trifluoromethyl)pyridin-2-yl)ethyl)quinazolin-4-amine